4-nitrobenzyl 2-(3-benzyl-7-oxo-4-thia-2,6-diazabicyclo[3.2.0]hept-2-en-6-yl)-3-methylbutyrate C(C1=CC=CC=C1)C1=NC2C(N(C2S1)C(C(=O)OCC1=CC=C(C=C1)[N+](=O)[O-])C(C)C)=O